FC1=CC=C(C=C1)C(C(=O)NC1=NC=CC(=C1)C1=C(C2=NC(=CC=C2N1)F)C1=NC=CC=C1)C 2-(4-Fluorophenyl)-N-{4-[5-fluoro-3-(pyridin-2-yl)-1H-pyrrolo[3,2-b]pyridin-2-yl]pyridin-2-yl}propanamid